6-chloro-1-cyclopropyl-1,3-dihydrofuro[3,4-c]pyridin ClC1=CC2=C(C=N1)COC2C2CC2